SC1(SCCC1)S dimercaptothiolane